FC1=C(C=C(C=C1)OC=1C(=C2C=CNC2=CC1F)C)C=1NC(=CN1)C(CC)(O)C=1C=C(C=CC1)CCC(=O)O 3-(3-(1-(2-(2-fluoro-5-((6-fluoro-4-methyl-1H-indol-5-yl)oxy)phenyl)-1H-imidazol-5-yl)-1-hydroxypropyl)phenyl)propanoic acid